ClCC1=CN=C(S1)C1CC(CC1)(C)C 5-(chloromethyl)-2-(3,3-dimethylcyclopentyl)thiazole